butyltriethylamine bisulfate S(O)(O)(=O)=O.C(CCC)C(C)N(CC)CC